N1(C=NC=C1)C(=O)N1CCC2(C(NC3=NC=CC=C32)=O)CCC1 1-(1H-imidazole-1-carbonyl)spiro[azepane-4,3'-pyrrolo[2,3-b]pyridine]-2'(1'H)-one